COC=1C=C(C=CC1)C=1C=C2C=CC(=NC2=CC1)N1CCC(CC1)C(=O)OCC ethyl 1-(6-(3-methoxyphenyl)quinolin-2-yl)piperidine-4-carboxylate